C(C)(C)NC(=NC(C)C)OC(C)(C)C N,N'-diisopropyltert-butoxymethanimidamide